(4S)-2-amino-4-methyl-4-(3-{2-[(2S)-2-methyl-1,4-diazepan-1-yl]-pyrimidin-4-yl}-1,2,4-oxadiazol-5-yl)-4,5,6,7-tetrahydro-1-benzothiophene-3-carbonitrile NC=1SC2=C(C1C#N)[C@](CCC2)(C2=NC(=NO2)C2=NC(=NC=C2)N2[C@H](CNCCC2)C)C